OC1=CC=C(C=C1)C1(CC(C2=CC(=CC=C12)O)(C)C)C 1-(4-hydroxyphenyl)-1,3,3-trimethyl-2H-inden-5-ol